C=C1OC2(OC1)OCC1(CO2)C2C=CC(C1)C2 4''-methylidenedispiro[bicyclo[2.2.1]hept-5-ene-2,5'-[1,3]dioxane-2',2''-[1,3]dioxolane]